Cl.BrC=1C=C2C=3CC(CC(C3NC2=CC1)N)CNC 6-Bromo-3-((methylamino)methyl)-2,3,4,9-tetrahydro-1H-carbazol-1-amine Hydrogen Chloride Salt